(R)-2-((2-amino-1,5-naphthyridin-4-yl)amino)pentan-1-ol NC1=NC2=CC=CN=C2C(=C1)N[C@@H](CO)CCC